C(=O)C=1C=C(OCC2=CC=C(O2)C(=O)O)C=CC1 5-[(3-FORMYLPHENOXY)METHYL]-2-FUROIC ACID